tert-butyl (5-amino-2-morpholinopyridin-3-yl)carbamate NC=1C=C(C(=NC1)N1CCOCC1)NC(OC(C)(C)C)=O